FC1=C(C2=C(C(=C(C(=C2C(=C1F)F)F)F)F)F)[B-](C1=C(C(=C(C2=C(C(=C(C(=C12)F)F)F)F)F)F)F)(C1=C(C(=C(C2=C(C(=C(C(=C12)F)F)F)F)F)F)F)C1=C(C(=C(C2=C(C(=C(C(=C12)F)F)F)F)F)F)F.C[NH+](C1=CC=C(C=C1)CCCCCCCCCCCCCCCC)CCCCCCCCCCCCCCCCCC N-methyl-4-hexadecyl-N-octadecylanilinium [tetrakis(perfluoronaphthyl)borate]